C1(=CC=CC=C1)C=1N=C(C2=C(N1)C1=C(O2)C=CC(=C1)N1C2=CC=CC=C2C=2C=C(C=CC12)C1=CC=CC=C1)C1=CC=CC=C1 2,4-diphenyl-8-(3-phenylcarbazol-9-yl)benzo[4,5]furo[3,2-d]pyrimidine